3,5-diiodo-p-hydroxybenzaldehyde IC=1C=C(C=O)C=C(C1O)I